C(N)(=O)C1=CC(=NC2=C1N=CN=C2N[C@@H]2CN(CCC2)C(=O)OC(C)(C)C)C=2C(=NN(C2)C)C tert-butyl (3S)-3-{[8-carbamoyl-6-(1,3-dimethyl-1H-pyrazol-4-yl)pyrido[3,2-d]pyrimidin-4-yl]amino}piperidine-1-carboxylate